C1(=CC=CC=C1)C1=NC=CC2=CC=CC=C12.C1(=CC=CC=C1)C1=NC=CC2=CC=CC=C12.[Ir+3] iridium(III) bis(1-phenylisoquinoline)